3-deoxy-D-arabinoheptulosonic acid C(C(=O)C[C@@H](O)[C@H](O)[C@H](O)CO)(=O)O